C(C1CO1)OCC[SiH](OC)OC β-glycidoxyethyldimethoxysilane